CNC(=O)N1CC2=C(CC1)NN=C2 N-methyl-6,7-dihydro-4H-pyrazolo[4,3-c]pyridine-5-carboxamide